C(N)(OC1=NC=CC(=C1C(C)(C)C)C=1OC=C(N1)C(NC(CC=1C(=CC2=C(CC(O2)(C)C)C1)N1CC(CCC1)NC(=O)OC(C)(C)C)(C)C)=O)=O (tert-butyl 4-(4-((6-(3-((tert-butoxycarbonyl) amino) piperidin-1-yl)-2,2-dimethyl-2,3-dihydrobenzofuran-5-yl-tert-butyl) carbamoyl) oxazol-2-yl) pyridin-2-yl) carbamate